O(C#N)C1=CC2=CC(=CC=C2C=C1)OC#N 2,7-Dicyanatonaphthalin